FC=1C(=NC(=NC1)N[C@@H]1CC[C@H](CC1)C(=O)O)C1=CC(=NC=C1)N1C(CCCC1)=O trans-4-[[5-fluoro-4-[2-(2-oxo-1-piperidyl)-4-pyridyl]pyrimidin-2-yl]amino]cyclohexanecarboxylic acid